tert-butyl 4-(4-chloro-6-((4-chloro-2-fluorobenzyl)oxy)piperidin-2-yl)piperazine-1-carboxylate ClC1CC(NC(C1)OCC1=C(C=C(C=C1)Cl)F)N1CCN(CC1)C(=O)OC(C)(C)C